(S)-4-benzyl-3-((2R,3R)-3-((tert-butyldimethylsilyl)oxy)-3-(3,5-dimethoxy-4-methylphenyl)-2-phenylethoxypropionyl)oxazolidin-2-one C(C1=CC=CC=C1)[C@@H]1N(C(OC1)=O)C(C[C@](C1=CC(=C(C(=C1)OC)C)OC)(O[Si](C)(C)C(C)(C)C)OCCC1=CC=CC=C1)=O